C(=O)[C@@]1(N(CCC1)C(=O)OC(C)(C)C)C tert-butyl (2R)-2-formyl-2-methyl-pyrrolidine-1-carboxylate